4-[4-[1-(2,6-Dioxo-3-piperidyl)-3-methyl-2-oxo-benzimidazol-5-yl]-1-piperidyl]cyclohexanecarboxylic acid O=C1NC(CCC1N1C(N(C2=C1C=CC(=C2)C2CCN(CC2)C2CCC(CC2)C(=O)O)C)=O)=O